Epsilon-benzyloxycarbonyl-lysine C(C1=CC=CC=C1)OC(=O)C(CCC[C@H](N)C(=O)O)N